Ethylenediamine Dihydriodide I.I.C(CN)N